5-(benzyloxy)-6-methoxy-2-(quinazolin-4-yl)-1,2,3,4-tetrahydroisoquinoline-3-carboxylic acid ethyl ester C(C)OC(=O)C1N(CC2=CC=C(C(=C2C1)OCC1=CC=CC=C1)OC)C1=NC=NC2=CC=CC=C12